3-(3-(2,4-dimethoxyphenyl)-4-thiazolinonyl)-N-(4-phenylbutyl)benzamide COC1=C(C=CC(=C1)OC)N1C(SC=C1C=1C=C(C(=O)NCCCCC2=CC=CC=C2)C=CC1)=O